BrC1=CC=C(C=2C1=NSN2)C=O 7-bromo-2,1,3-benzothiadiazole-4-carbaldehyde